(S)-cyclopropyl((R)-5H-imidazo[5,1-a]isoindol-5-yl)methanol C1(CC1)[C@H](O)[C@@H]1N2C(C3=CC=CC=C13)=CN=C2